C(C)(C)(C)C1=CC=C(C=C1)N1C2=NN=C(N2C=2C=NC3=CC=C(C=C3C12)C=1C=NC=NC1)C 16-(4-tert-butylphenyl)-12-methyl-4-(pyrimidin-5-yl)-8,11,13,14,16-pentaazatetracyclo-[8.6.0.02,7.011,15]Hexadec-1(10),2,4,6,8,12,14-heptaene